ClC1=CC=C(C=C1)C(C)C p-chlorocumene